Methyl (4-(3-amino-7-(4-aminophenyl)-1H-indazol-5-yl)pyridin-2-yl)carbamate NC1=NNC2=C(C=C(C=C12)C1=CC(=NC=C1)NC(OC)=O)C1=CC=C(C=C1)N